O1C(CCCC1)OCCCCC=O 5-((tetrahydro-2H-pyran-2-yl)oxy)valeraldehyde